1,3-bis(tert-butoxycarbonyl)thiourea C(C)(C)(C)OC(=O)NC(=S)NC(=O)OC(C)(C)C